7-(methylsulfonylamino)-1-isoindolinone CS(=O)(=O)NC=1C=CC=C2CNC(C12)=O